C(C)(C)(C)[S@@](=O)N[C@@H](CC(=O)OCC)C=1C=C(C=C(C1F)C)C1=C(C=CC=C1C)C Ethyl (S)-3-(((R)-tert-butylsulfinyl)amino)-3-(4-fluoro-2',5,6'-trimethyl-[1,1'-biphenyl]-3-yl)propanoate